(3R,6S)-1-(2-([1,1'-biphenyl]-3-yl) acetyl)-6-methylpiperidine-3-carboxylate C1(=CC(=CC=C1)CC(=O)N1C[C@@H](CC[C@@H]1C)C(=O)[O-])C1=CC=CC=C1